FC(C=1N=C2SC(=NN2C1CN1CC(=CC1=O)CC(F)(F)F)CO)F 1-[[6-(difluoromethyl)-2-(hydroxymethyl)imidazo[2,1-b][1,3,4]thiadiazol-5-yl]methyl]-3-(2,2,2-trifluoroethyl)-2H-pyrrol-5-one